C1(=CC=CC=C1)C(CCCCC1=NNC=N1)CCCCC1=NNC=N1 5-Phenyl-3,3'-nonamethylenebis(1,2,4-triazole)